O(CCN(C(=O)OCC)C1=CC=CC=C1)CCN(C(=O)OCC)C1=CC=CC=C1 oxybis(2,1-ethanediyl)bis(phenylurethane)